C1(CC1)[C@H]([C@@H](C(=O)O)C)C1=CC=C2CC[C@H](NC2=C1)C1=CC=C(C=C1)C1=C(C=CC(=C1)OC)F |o1:15| (2S,3R)-3-cyclopropyl-3-((S or R)-2-(2'-fluoro-5'-methoxy-[1,1'-biphenyl]-4-yl)-1,2,3,4-tetrahydroquinolin-7-yl)-2-methylpropanoic acid